1-[4-Fluoro-3-(4,4,5,5-tetramethyl-1,3,2-dioxaborolan-2-yl)phenoxy]-2-methyl-propan-2-ol FC1=C(C=C(OCC(C)(O)C)C=C1)B1OC(C(O1)(C)C)(C)C